6-(cyclopropanecarboxamido)-4-((3-(1-((1R,2S)-2-fluorocyclopentyl)-1H-pyrazol-4-yl)-2-methoxyphenyl)amino)nicotinamide C1(CC1)C(=O)NC1=NC=C(C(=O)N)C(=C1)NC1=C(C(=CC=C1)C=1C=NN(C1)[C@H]1[C@H](CCC1)F)OC